C(N)(OCCCCC(N1N=C(C(=C1)NC1=C2N=CN(C2=NC(=N1)F)C(C)(C)C)CC)C(C)(C)C)=O (tert-butyl 5-(4-((9-(tert-butyl)-2-fluoro-9H-purin-6-yl) amino)-3-ethyl-1H-pyrazol-1-yl) pentyl) carbamate